(R)-3-(3-benzylureido)-N-((S)-3-(4-tert-butoxyphenyl)-1-((2,2-diethoxyethyl)(naphthalen-1-ylmethyl)amino)-1-oxopropan-2-yl)-4-((tert-butyldimethylsilyl)oxy)butanamide C(C1=CC=CC=C1)NC(N[C@H](CC(=O)N[C@H](C(=O)N(CC1=CC=CC2=CC=CC=C12)CC(OCC)OCC)CC1=CC=C(C=C1)OC(C)(C)C)CO[Si](C)(C)C(C)(C)C)=O